Cl.NC=1SC2=C(N1)CC[C@@H](C2)N(CCC)CC2CCN(CC2)C(=O)C=2SC=CC2 (S)-(4-(((2-amino-4,5,6,7-tetrahydrobenzo[d]thiazol-6-yl)(propyl)amino)methyl)piperidin-1-yl)(thiophen-2-yl)methanone hydrochloride